8-[1-(3-fluoro-5-methylphenyl)-1H-1,2,3-triazole-4-carbonyl]-2-[4-(trifluoromethyl)pyridin-2-yl]-2,8-diazaspiro[4.5]decan-1-one FC=1C=C(C=C(C1)C)N1N=NC(=C1)C(=O)N1CCC2(CCN(C2=O)C2=NC=CC(=C2)C(F)(F)F)CC1